2-((2-methoxy-4-propylphenoxy)methyl)oxirane COC1=C(OCC2OC2)C=CC(=C1)CCC